C(CCCCCC)C=1C=C(C(=C(C1)O)[C@@H]1C=C(CC[C@H]1C(=C)C)C)O 5-heptyl-2-((1R,6R)-3-methyl-6-(prop-1-en-2-yl)cyclohex-2-enyl)benzene-1,3-diol